5-(2-chloro-6-methylpyrimidin-4-yl)thiazol-2-amine ClC1=NC(=CC(=N1)C1=CN=C(S1)N)C